C(C=C)N1CCN(CC1)C1CCN(CC1)C1=C(C=C(C(=C1)OC)NC1=NC=NC(=C1)N1OCC[C@@H]1C1=CC(=CC=C1)OC)NC(C=C)=O N-(2-(4-(4-allylpiperazine-1-yl)piperidine-1-yl)-4-methoxy-5-((6-((R)-3-(3-methoxy-phenyl)isoxazolidine-2-yl)pyrimidine-4-yl)amino)phenyl)acrylamide